O[C@@H]1[C@H](O[C@H]([C@@H]([C@H]1O)O)OC1=C(C=CC2=C1C[C@H]1CCCN([C@@H]1C2)CCC)O)C(=O)OCC ethyl (2S,3S,4S,5R,6S)-3,4,5-trihydroxy-6-(((4aR,10aR)-7-hydroxy-1-propyl-1,2,3,4,4a,5,10,10a-octahydrobenzo[g]quinolin-6-yl)oxy)tetrahydro-2H-pyran-2-carboxylate